2-[2-(aminomethyl)-3,3-difluoro-allyl]-4-[5-(2,1,3-benzoxadiazol-5-yl)-3-methyl-2-pyridyl]-1,2,4-triazol-3-one NCC(CN1N=CN(C1=O)C1=NC=C(C=C1C)C1=CC=2C(=NON2)C=C1)=C(F)F